FC1CC(N2N=C(N=C21)S(=O)(=O)CC(F)(F)F)C2=CC=CC=C2 7-fluoro-5-phenyl-2-(2,2,2-trifluoroethyl-sulfonyl)-6,7-dihydro-5H-pyrrolo[1,2-b][1,2,4]triazole